(azetidin-3-yloxy)butan N1CC(C1)OCCCC